[Cl-].[Cl-].C[SiH](C)[Zr+2](C1C=CC=C1)C1C=CC=C1 dimethylsilyl-bis(cyclopentadienyl)zirconium dichloride